tert-butyl 4-[(1-benzyl-3,6-dihydro-2H-pyridin-4-yl)oxy]piperidine-1-carboxylate C(C1=CC=CC=C1)N1CCC(=CC1)OC1CCN(CC1)C(=O)OC(C)(C)C